FC=1C(=C(C=CC1)NC(=S)C=1C(NCCC1NCC1=C(C=NC=C1)OCC(C)(C)OC)=O)OCC=C N-[3-fluoro-2-(prop-2-en-1-yloxy)phenyl]-4-({[3-(2-methoxy-2-methylpropoxy)pyridin-4-yl]methyl}amino)-2-oxo-1,2,5,6-tetrahydropyridine-3-carbothioamide